NCCC[SiH2]C(OCCCCCCCCCCCCCC)OCCCCCCCCCCCCCC 3-aminopropyl-(ditetradecyloxymethylsilane)